C1(=CC=CC=C1)NC(=O)N(C)C 1-Phenyl-3,3-dimethyl-urea